3-amino-N-(3-(4-amino-4-methylpiperidin-1-yl)pyridin-2-yl)-6-(4-(trifluoromethoxy)pyridin-2-yl)pyrazine-2-carboxamide NC=1C(=NC(=CN1)C1=NC=CC(=C1)OC(F)(F)F)C(=O)NC1=NC=CC=C1N1CCC(CC1)(C)N